O-methacryloyl-Nα-t-butoxycarbonyl-D-tyrosine C(C(=C)C)(=O)OC1=CC=C(C[C@@H](NC(=O)OC(C)(C)C)C(=O)O)C=C1